CN1C(CC(CC1)C=1SC2=C(N1)C=C(C=C2)B2OC(C(O2)(C)C)(C)C)=O 1-methyl-4-[5-(4,4,5,5-tetramethyl-1,3,2-dioxaborolan-2-yl)-1,3-benzothiazol-2-yl]piperidin-2-one